dimethylthexylsilyl 2-azido-2-deoxy-3,6-di-O-benzyl-4-O-(2-O-levulinoyl-4,6-di-O-benzyl-β-D-galactopyranosyl)-β-D-glucopyranoside N(=[N+]=[N-])[C@H]1[C@H](O[Si](C(C)(C)C(C)C)(C)C)O[C@@H]([C@H]([C@@H]1OCC1=CC=CC=C1)O[C@H]1[C@H](OC(CCC(=O)C)=O)[C@@H](O)[C@@H](OCC2=CC=CC=C2)[C@H](O1)COCC1=CC=CC=C1)COCC1=CC=CC=C1